tert-butyl (2R,3S)-6-oxo-2,3-diphenyl-morpholine-4-carboxylate O=C1O[C@@H]([C@@H](N(C1)C(=O)OC(C)(C)C)C1=CC=CC=C1)C1=CC=CC=C1